(S)-N-(1-amino-1-oxopropan-2-yl)-3-chloro-5-(trifluoromethyl)benzamide NC([C@H](C)NC(C1=CC(=CC(=C1)C(F)(F)F)Cl)=O)=O